FC(C(=O)OC(C(F)(F)F)=O)(F)F.FC(C(=O)N1[C@H](CN([C@@H](C1)C)CC1=CC=CC=C1)C1=CC=CC=C1)(F)F 2,2,2-trifluoro-1-[(2S,5R)-4-benzyl-5-methyl-2-phenyl-piperazin-1-yl]ethanone (2,2,2-trifluoroacetyl)2,2,2-trifluoroacetate